C(C)OC(CCC(F)F)=O 4,4-Difluorobutyric acid Ethyl ester